N-(3-Chloro-5-(2-(2-methoxythiophen-3-yl)propan-2-yl)phenyl)-5-(2-(methylsulfonyl)propan-2-yl)benzo[b]thiophen-2-carboxamid ClC=1C=C(C=C(C1)C(C)(C)C1=C(SC=C1)OC)NC(=O)C1=CC2=C(S1)C=CC(=C2)C(C)(C)S(=O)(=O)C